tert-butyl (R)-3-((6-chloro-8-methylisoquinolin-1-yl)amino)piperidine-1-carboxylate ClC=1C=C2C=CN=C(C2=C(C1)C)N[C@H]1CN(CCC1)C(=O)OC(C)(C)C